C(C)ON=C1CC2=C(C=CC=C2CC1)B1OC(C(O1)(C)C)(C)C N-ethoxy-8-(4,4,5,5-tetramethyl-1,3,2-dioxaborolan-2-yl)tetralin-2-imine